rac-(2R)-6-chloro-N-{3-[2-(4-chloro-3-fluorophenoxy)acetamido]bicyclo[1.1.1]pentan-1-yl}-4-[(1S,2S)-2-fluorocyclopropane-1-carbonyl]-3,4-dihydro-2H-1,4-benzoxazine-2-carboxamide ClC=1C=CC2=C(N(C[C@@H](O2)C(=O)NC23CC(C2)(C3)NC(COC3=CC(=C(C=C3)Cl)F)=O)C(=O)[C@H]3[C@H](C3)F)C1 |&1:8|